(S)-(3-(((E)-2-(2-(2-chloro-3,4-dihydroxyphenyl)-2-oxoacetamido)ethylidene)amino)-5-methyl-2-oxoimidazolidin-1-yl)-7-oxo-4-thia-1-azabicyclo[3.2.0]heptane-3-carboxylic acid ClC1=C(C=CC(=C1O)O)C(C(=O)NC\C=N\N1C(N(C(C1)C)[C@H]1N2C(CC2SC1C(=O)O)=O)=O)=O